C(#N)C=1C=NC2=CC=C(C=C2C1C=1CCN(CC1)C(=O)[O-])C=1C=NC(=C(C1)NS(=O)(=O)C1=C(C=CC=C1F)F)OC 4-(3-cyano-6-(5-((2,6-difluorophenyl)sulfonamido)-6-methoxypyridin-3-yl)quinolin-4-yl)-3,6-dihydropyridine-1(2H)-carboxylate